ethyl 5-(4-iodophenyl)isoxazol-3-carboxylate IC1=CC=C(C=C1)C1=CC(=NO1)C(=O)OCC